C(#N)C1=CNC2=C(C=CC(=C12)C)NS(=O)(=O)C=1SC(=CN1)C1=NC=CC=C1 N-(3-cyano-4-methyl-1H-indol-7-yl)-5-(pyridin-2-yl)-1,3-thiazole-2-sulfonamide